CNC1=CC(=CC=C1)C(F)(F)F N-methyl-3-trifluoromethyl-aniline